IC=1C=C(SC1)CNC=1C=2N=CN([C@H]3[C@H](O)[C@H](O)[C@@H](CO)O3)C2N=CN1 N6-[(4-iodothien-2-yl)methyl]adenosine